C(C(O)C)(=O)O.CN(C1C(N(C(C1)=O)[C@H](C(=O)NCC1=C(C=CC=C1)F)C)=O)C (S)-2-(3-(dimethylamino)-2,5-dioxopyrrolidin-1-yl)-N-(2-fluorobenzyl)propanamide lactate